CC=1C=C(C(=CC1)C)O 3,6-dimethylphenol